NC=1C2=C(N=CN1)N(C=C2C2=CC=C(CNC(C1=C(C=CC(=C1)F)OC)=O)C=C2)C2CCCC2 N-(4-(4-amino-7-cyclopentyl-7H-pyrrolo[2,3-d]pyrimidin-5-yl)benzyl)-5-fluoro-2-methoxybenzamide